ClC=1C=CC(=C(C1)CN)F 1-(5-chloro-2-fluorophenyl)methylamine